4-(2-(2-chloro-4-(piperidin-4-yloxy)phenyl)cyclopropyl)-2-methylthiophene ClC1=C(C=CC(=C1)OC1CCNCC1)C1C(C1)C=1C=C(SC1)C